(R)-3-(3-(1-cyanocyclopropyl)phenyl)-1-isopropyl-N-(3-methyl-1,1-dioxidothietan-3-yl)-4,5,6,7-tetrahydro-1H-indazole-6-carboxamide C(#N)C1(CC1)C=1C=C(C=CC1)C1=NN(C=2C[C@@H](CCC12)C(=O)NC1(CS(C1)(=O)=O)C)C(C)C